C1=CC=CC=2C3=CC=CC=C3C(C12)COC(N[C@H](C(N[C@H](C(NCC(NCOCC(=O)O)=O)=O)C)=O)C(C)C)=O (5S,8S)-1-(9H-fluoren-9-yl)-5-isopropyl-8-methyl-3,6,9,12-tetraoxo-2,15-dioxa-4,7,10,13-tetraazaheptadecan-17-oic acid